CCCCCCC(=O)OC[C@H](COP(=O)([O-])OCC[N+](C)(C)C)OC(=O)CCCCCC The molecule is a phosphatidylcholine 14:0 in which both acyl groups are specified as heptanoyl. It has a role as a detergent. It derives from a heptanoic acid.